FC1C(=CCCC1)C1=CC=CC=C1 fluoro-2,3,4,5-tetrahydro-[1,1'-biphenyl]